(2-fluoro-3-(2-(3-methyl-3,8-diazabicyclo[3.2.1]oct-8-yl)-5-(2-(methylsulfanyl)-pyrimidin-4-yl)thiazol-4-yl)phenyl)acetamide FC1=C(C=CC=C1C=1N=C(SC1C1=NC(=NC=C1)SC)N1C2CN(CC1CC2)C)CC(=O)N